[K].[K].C(C)(C)[Si](COC)(COC)C(C)(C)C isopropylt-butylbis(methoxymethyl)silane dipotassium